N(=C=S)CC1SCSC1CN=C=S 4,5-bis(isothiocyanatomethyl)-1,3-dithiolane